NCCCNC(NCCNC(C1=C(C=C(C=C1)NC=1C=2N(C=CN1)C(=CN2)C=2C(=NNC2)C(F)(F)F)CC)=O)=O N-(2-(3-(3-aminopropyl)ureido)ethyl)-2-ethyl-4-((3-(3-(trifluoromethyl)-1H-pyrazol-4-yl)imidazo[1,2-a]pyrazin-8-yl)amino)benzamide